CS(=O)(=O)C=1C=CC(=C(C1)NC(C)=O)OCC#CC=1N(C2=CC=CC(=C2C1)NC1CCC(CC1)N(C)C)CC(F)(F)F N-(5-methanesulfonyl-2-{[3-(4-{[(1S,4S)-4-(dimethylamino)cyclohexyl]amino}-1-(2,2,2-trifluoroethyl)-1H-indol-2-yl)prop-2-yn-1-yl]oxy}phenyl)acetamide